3-cyclopropyl-5-[4-(trifluoromethyl)benzyl]-8-fluoro-N-[6-(4-isopropyl-4H-1,2,4-triazol-3-yl)pyridin-2-yl]-5,6-dihydro-4H-benzo[f]imidazo[1,5-a][1,4]diazepine-9-carboxamide C1(CC1)C=1N=CN2C1CN(CC1=C2C=C(C(=C1)F)C(=O)NC1=NC(=CC=C1)C1=NN=CN1C(C)C)CC1=CC=C(C=C1)C(F)(F)F